FC(OCC1N(CC(CC1)C=1C=NC(=CC1)C(F)(F)F)C1=CC=C(C(=O)O)C=C1)F 4-(2-((difluoromethoxy)methyl)-5-(6-(trifluoromethyl)pyridin-3-yl)piperidin-1-yl)benzoic acid